1-(1-((6-cyclopropylimidazo[1,2-a]pyridin-2-yl)methyl)-1H-1,2,3-triazol-4-yl)ethan-1-amine C1(CC1)C=1C=CC=2N(C1)C=C(N2)CN2N=NC(=C2)C(C)N